CC(CN1N=CC(=C1)C=1C=CC(=NC1C=1C=CC=2N(C1)N=NC2)C#N)(C)C 5-[1-(2,2-dimethylpropyl)-1H-pyrazol-4-yl]-6-[1,2,3]triazolo[1,5-a]pyridin-6-ylpyridine-2-carbonitrile